N1=C(C=NC=C1)C(=O)N[C@@H](CCCN)C(=O)O (S)-N-(Pyrazinylcarbonyl)-ornithine